(benzyloxy)-6-iodobenzo[d][1,3]dioxolane C(C1=CC=CC=C1)OC1OC2=C(O1)C=C(C=C2)I